Cl.FCCCN1CC(CC1)N 1-(3-fluoropropyl)pyrrolidine-3-amine hydrochloride